1,4-Diiodobutan ICCCCI